C(C)(=O)OOOC(C)=O.[Zr+4] zirconium (IV) diacetoxy oxide